tert-butyl (2S,6R)-2,6-dimethyl-4-(2-oxo-2H-chromen-5-yl)piperazine-1-carboxylate C[C@@H]1N([C@@H](CN(C1)C1=C2C=CC(OC2=CC=C1)=O)C)C(=O)OC(C)(C)C